P(O)(O)O.P(O)(O)O.C(C)(C)(C)C1=C(C=CC(=C1)C(C)(C)C)C(O)(C(CO)(CO)CO)C1=C(C=C(C=C1)C(C)(C)C)C(C)(C)C bis(2,4-di-t-butylphenyl)pentaerythritol bisphosphite